C1(CC1)C=1C(=NC=C(C1)NC(C(=O)N1C(CN(C(C1)C)CC(C)C)C1=CC=C(C=C1)F)=O)NC(OC(C)(C)C)=O tert-butyl (3-cyclopropyl-5-(2-(2-(4-fluorophenyl)-4-isobutyl-5-methylpiperazin-1-yl)-2-oxoacetamido)pyridin-2-yl)carbamate